2-bromo-7-(trifluoromethyl)-1,3-benzothiazole BrC=1SC2=C(N1)C=CC=C2C(F)(F)F